CC1=C(OC2=C1C=C(C=C2)OCCCC2=CC=CC=C2)C(=O)OCC Ethyl 3-methyl-5-(3-phenylpropoxy)benzofuran-2-carboxylate